tris[4,4'-bis(2-(4-pyridyl)ethynyl)-2,2'-bipyridine] iron (II) [Fe+2].N1=CC=C(C=C1)C#CC1=CC(=NC=C1)C1=NC=CC(=C1)C#CC1=CC=NC=C1.N1=CC=C(C=C1)C#CC1=CC(=NC=C1)C1=NC=CC(=C1)C#CC1=CC=NC=C1.N1=CC=C(C=C1)C#CC1=CC(=NC=C1)C1=NC=CC(=C1)C#CC1=CC=NC=C1